N-(tert-butyl)-2-(3-(6-methoxy-5-methyl-4-((1-methyl-1H-pyrazol-4-yl)amino)-quinazolin-2-yl)phenoxy)acetamide trifluoroacetic acid salt FC(C(=O)O)(F)F.C(C)(C)(C)NC(COC1=CC(=CC=C1)C1=NC2=CC=C(C(=C2C(=N1)NC=1C=NN(C1)C)C)OC)=O